4-[(1R)-1-[8-(2-chlorophenyl)-7-(4-chlorophenyl)-1-methyl-2,6-dioxopurin-3-yl]ethyl]-N-(2-hydroxyethyl)benzamide ClC1=C(C=CC=C1)C1=NC=2N(C(N(C(C2N1C1=CC=C(C=C1)Cl)=O)C)=O)[C@H](C)C1=CC=C(C(=O)NCCO)C=C1